FC(C=1N=C2N(C=C(C=C2)S(=O)(=O)C2=CC=C(C=C2)CNC(=O)C=2C=C3C(=NC2)NN=C3)C1)(F)F N-({4-[2-(trifluoromethyl)imidazo[1,2-a]pyridine-6-sulfonyl]phenyl}methyl)-1H-pyrazolo[3,4-b]pyridine-5-carboxamide